C12C3C(C(CC1)C2)C(=O)OC3=O 2,3-norbornanedicarboxylic acid anhydride